C(C)(C)(C)C1=C(C=C(C(=C1)C(C)(C)C)C)O 2,4-ditert-butyl-5-methyl-phenol